ClC=1C=C(C=C(C1)Cl)[C@@H]1C([C@H]1C(=O)O)(F)F trans-3-(3,5-dichlorophenyl)-2,2-difluorocyclopropane-1-carboxylic acid